COC=1C=C(C=CC1[N+](=O)[O-])P(C=C)(C=C)=O (3-methoxy-4-nitrophenyl)divinylphosphine oxide